ClC1=C(C=CC=C1)[C@H](C)NC (S)-1-(2-chlorophenyl)-N-methylethan-1-amine